CN1N=CC=2C=3C=CC=4NN=C(/C=C/C5=C(N(N=C5CN(C[C@@H](OC12)C)C)CC(=O)OC)C)C4C3 methyl 2-[(8S,17E)-5,8,10,15-tetramethyl-7-oxa-4,5,10,13,14,20,21-heptazapentacyclo[17.5.2.02,6.012,16.022,26]hexacosa-1(25),2(6),3,12,15,17,19,22(26),23-nonaen-14-yl]acetate